C(C=C)OC1=C2C=CC(OC2=CC(=C1)OCC=C)=O 5,7-di(allyloxy)coumarin